styrene Zinc [Zn].C=CC1=CC=CC=C1